BrC1=CC=C(C=C1)[C@H]1[C@H]([C@H](C[C@H](C1)O)C(NC1=C(C=C(C=C1)C(F)(F)F)F)=O)C(=O)O |r| rac-(1R,2R,4S,6S)-2-(4-bromophenyl)-6-((2-fluoro-4-(trifluoromethyl)phenyl)carbamoyl)-4-hydroxycyclohexane-1-carboxylic acid